C(C)(=O)C(CCC)(O)O racemic-acetylbutanediol